The molecule is an alpha-amino acid zwitterion obtained by transfer of a proton from the carboxy to the amino group of 3-methylhistidine; major species at pH 7.3. It has a role as a human metabolite. It is a tautomer of a 3-methylhistidine. CN1C=NC=C1CC(C(=O)[O-])[NH3+]